2-((5-amino-2-(1H-pyrazol-5-yl)thieno[3,2-b]pyridin-7-yl)amino)-N-methylacetamide NC1=CC(=C2C(=N1)C=C(S2)C2=CC=NN2)NCC(=O)NC